2-(2,3-difluoro-6-(2-morpholinothiazol-4-yl)phenoxy)-N-(6-((2-(2,6-dioxopiperidin-3-yl)-6-fluoro-1,3-dioxoisoindolin-5-yl)amino)hexyl)acetamide FC1=C(OCC(=O)NCCCCCCNC=2C=C3C(N(C(C3=CC2F)=O)C2C(NC(CC2)=O)=O)=O)C(=CC=C1F)C=1N=C(SC1)N1CCOCC1